N-(5-(6-(2-bromo-4-(trifluoromethyl)phenyl)-5-methyl-1-oxo-3,4-dihydroisoquinolin-2(1H)-yl)-2-hydroxyphenyl)methanesulfonamide methoxymethyl-3-bromo-4-hydroxy-2,5,6-trimethylbenzoate COCOC(C1=C(C(=C(C(=C1C)C)O)Br)C)=O.BrC1=C(C=CC(=C1)C(F)(F)F)C=1C(=C2CCN(C(C2=CC1)=O)C=1C=CC(=C(C1)NS(=O)(=O)C)O)C